C(C)(C)N1N=C(C=C1)C=1C(=C2C(=NC(=NN2C1)C=1N(C=CN1)C)NC1=NC(=CC=C1)OC)C1=CC=CC=C1 (1-isopropyl-1H-pyrazol-3-yl)-N-(6-methoxypyridin-2-yl)-2-(1-methyl-1H-imidazol-2-yl)-5-phenylpyrrolo[2,1-f][1,2,4]triazin-4-amine